COC1=NC(=NN2C1=C(C=C2)C2=CC=1N(C=C2)N=CC1C(=O)NC)NC1CCC2(CC2)CC1 5-(4-methoxy-2-(spiro[2.5]oct-6-ylamino)pyrrolo[2,1-f][1,2,4]triazin-5-yl)-N-methylpyrazolo[1,5-a]pyridine-3-carboxamide